N-lauroyl-glutamic acid din-butylamide C(CCC)N(C([C@@H](NC(CCCCCCCCCCC)=O)CCC(=O)O)=O)CCCC